C=1(C(=CC=CC1)CS)CS 2-xylylene mercaptan